(R)-5-methyl-N-(3-methylbutan-2-yl)-6-(2,4,6-trifluorophenyl)-[1,2,4]triazolo[1,5-a]pyrimidin-7-amine CC1=NC=2N(C(=C1C1=C(C=C(C=C1F)F)F)N[C@H](C)C(C)C)N=CN2